di-n-hexyl ether C(CCCCC)OCCCCCC